cesium triflimide N(S(=O)(=O)C(F)(F)F)S(=O)(=O)C(F)(F)F.[Cs]